8-((1-(4-fluorophenyl)-5-(4-isopropylphenyl)-1H-1,2,4-triazol-3-yl)methyl)-8-azaspiro[4.5]decane FC1=CC=C(C=C1)N1N=C(N=C1C1=CC=C(C=C1)C(C)C)CN1CCC2(CCCC2)CC1